Cl.C(C)(C)C1N(CCC2=CC=C(C=C12)NC=1C=NN(C1)C)CCC(F)(F)F isopropyl-N-(1-methyl-1H-pyrazol-4-yl)-2-(3,3,3-trifluoropropyl)-1,2,3,4-tetrahydroisoquinoline-7-amine hydrochloride